2-(1-isopropyl-1H-benzo[d][1,2,3]triazol-5-yl)-5-(3-methoxy-phenyl)thiazole C(C)(C)N1N=NC2=C1C=CC(=C2)C=2SC(=CN2)C2=CC(=CC=C2)OC